(1s,4s)-1-methyl-4-((5-(3-methyl-[1,2,4]triazolo[4,3-a]pyridin-6-yl)-7H-pyrrolo[2,3-d]pyrimidin-2-yl)amino)cyclohexan-1-ol CC1(CCC(CC1)NC=1N=CC2=C(N1)NC=C2C=2C=CC=1N(C2)C(=NN1)C)O